3-(5-fluoro-3,3,4,4-tetramethyl-3,4-dihydroisoquinoline-1-yl)quinoline FC1=C2C(C(N=C(C2=CC=C1)C=1C=NC2=CC=CC=C2C1)(C)C)(C)C